C(C)(C)OC1CCN(CC1)S(=O)(=O)N1C=[N+](C=C1)C 1-((4-isopropoxypiperidin-1-yl)sulfonyl)-3-methyl-1H-imidazol-3-ium